N-(5-((2R,4R)-4-((4-isopropyl-4H-1,2,4-triazol-3-yl)oxy)tetrahydrofuran-2-yl)-1H-pyrazol-3-yl)imidazo[1,2-c]pyrimidin-5-amine C(C)(C)N1C(=NN=C1)O[C@@H]1C[C@@H](OC1)C1=CC(=NN1)NC1=NC=CC=2N1C=CN2